1,2-benzenedicarboxylic acid, bis(2-ethylhexyl) ester C=1(C(=CC=CC1)C(=O)OCC(CCCC)CC)C(=O)OCC(CCCC)CC